4-(4-(4-Chloro-benzoylamino)-benzyl)-pyrrolidine-1-carboxylic acid tert-butyl ester C(C)(C)(C)OC(=O)N1CCC(C1)CC1=CC=C(C=C1)NC(C1=CC=C(C=C1)Cl)=O